C(C)N(CC)C(C1=CC=CC=C1)=C1C(C(CC1)=C(C1=CC=CC=C1)N(CC)CC)=O 2,5-bis(diethylaminobenzylidene)cyclopentanone